3-thiazolecarbaldehyde S1CN(C=C1)C=O